4-(4-((4-methyl-3-(trifluoromethyl)phenyl)sulfonyl)phenyl)-2,4-dihydro-3H-1,2,4-triazole-3-thione CC1=C(C=C(C=C1)S(=O)(=O)C1=CC=C(C=C1)N1C(NN=C1)=S)C(F)(F)F